ClC1=CC2=C(N=CN(C2=O)CC2(CCN(CC2)C(=O)C2(C(C2)C(F)(F)F)C)O)N1C1=CC=C(C=C1)[C@@H]1NCCOC1 6-Chloro-3-((4-hydroxy-1-(1-methyl-2-(trifluoromethyl)cyclopropane-1-carbonyl)piperidin-4-yl)methyl)-7-(4-((S)-morpholin-3-yl)phenyl)-3,7-dihydro-4H-pyrrolo[2,3-d]pyrimidin-4-one